The molecule is a myricetin O-glucoside that is myricetin with a alpha-D-glucosyl residue attached at position 4'. It has a role as a metabolite. It is an alpha-D-glucoside, a monosaccharide derivative, a myricetin O-glucoside, a pentahydroxyflavone and a member of flavonols. It derives from an alpha-D-glucose. C1=C(C=C(C(=C1O)O[C@@H]2[C@@H]([C@H]([C@@H]([C@H](O2)CO)O)O)O)O)C3=C(C(=O)C4=C(C=C(C=C4O3)O)O)O